C(C)(C)(C)OC(=O)N[C@H](C(=O)OCC)C(COC)(C)C ethyl (S)-2-((tert-butoxycarbonyl) amino)-4-methoxy-3,3-dimethylbutyrate